Cl.N1C=NC(=C1)C1=CC=C(C=C1)N(C(\C=C\C1=CC(=C(C=C1)O)O)=O)CC1=CC(=CC=C1)Cl (E)-N-(4-(1H-imidazol-4-yl)phenyl)-N-(3-chlorobenzyl)-3-(3,4-dihydroxyphenyl)acrylamide hydrochloride